ClC1=C(C=CC(=C1)Cl)\C=C(/[C@@H](C(C)(C)C)O)\N1N=CN=C1 |r| (E)-(RS)-1-(2,4-dichlorophenyl)-4,4-dimethyl-2-(1H-1,2,4-triazol-1-yl)pent-1-en-3-ol